ClC1=C(C(=C(C=C1)NC(C)=O)NC(C)=O)C N,N'-(4-chloro-3-methyl-1,2-phenylene)diacetamide